OC[C@H](C1=CC=CC=C1)NC1=NC(=NC=C1C=1OC(=NN1)C)NC1=CC=C2C(=N1)C(N(C2=O)C)(C)C (S)-2-((4-((2-hydroxy-1-phenylethyl)amino)-5-(5-methyl-1,3,4-oxadiazol-2-yl)pyrimidin-2-yl)amino)-6,7,7-trimethyl-6,7-dihydro-5H-pyrrolo[3,4-b]pyridin-5-one